2-(tert-Butyl)-5-(2-((1-(methylsulfonyl)piperidin-4-yl)amino)pyrimidin-4-yl)thiazol C(C)(C)(C)C=1SC(=CN1)C1=NC(=NC=C1)NC1CCN(CC1)S(=O)(=O)C